ClC=1C(=C(C(=O)O)C=CC1S(=O)C)C 3-chloro-2-methyl-4-(methylsulfinyl)benzoic acid